4-(3-chloro-2-fluoro-6-methoxyphenyl)-N-(5-(ethoxymethyl)-1,3,4-thiadiazol-2-yl)-6-methylnicotinamide ClC=1C(=C(C(=CC1)OC)C1=CC(=NC=C1C(=O)NC=1SC(=NN1)COCC)C)F